1-((3R,4S)-3-fluoro-4-((4-methoxy-5-(quinolin-6-yl)pyrrolo[2,1-f][1,2,4]triazin-2-yl)amino)piperidin-1-yl)-2-methylpropan-2-ol F[C@@H]1CN(CC[C@@H]1NC1=NN2C(C(=N1)OC)=C(C=C2)C=2C=C1C=CC=NC1=CC2)CC(C)(O)C